C(C1CO1)OC1=CC=C(C=C1)N1C(C=CC1=O)=O N-(4-glycidoxyphenyl)maleimide